1-(4-(4-(5-(2,6-difluorophenyl)-4,5-dihydroisoxazol-3-yl)thiazol-2-yl)piperidin-1-yl)-2-(2-ethoxy-1H-benzoimidazol-1-yl)ethan-1-one FC1=C(C(=CC=C1)F)C1CC(=NO1)C=1N=C(SC1)C1CCN(CC1)C(CN1C(=NC2=C1C=CC=C2)OCC)=O